ClC=1C=C(C=C2C=CC=NC12)C=1N=C(C=NC1C1=NN(C=C1)C)OCCC1CCCC1 5-(8-chloroquinolin-6-yl)-3-(2-cyclopentylethoxy)-6-(1-methyl-1H-pyrazol-3-yl)pyrazin